C(#N)C(CNC=1C(=CC=C2C=CC(=CC12)C=1C=C(C(=O)NC)C=C(C1)OC(F)(F)F)OC)=C 3-{8-[(2-cyano-2-methylideneethyl)amino]-7-methoxynaphthalen-2-yl}-N-methyl-5-(trifluoromethoxy)benzamide